2-(3'-(adamantan-1-yl)-5-butoxy-5'-(tert-butyl)-2'-(methoxymethoxy)-[1,1'-biphenyl]-2-yl)-4,4,5,5-tetramethyl-1,3,2-dioxaborolane C12(CC3CC(CC(C1)C3)C2)C=2C(=C(C=C(C2)C(C)(C)C)C2=C(C=CC(=C2)OCCCC)B2OC(C(O2)(C)C)(C)C)OCOC